5-chloro-3-[6-[(3R,5S)-3,5-dimethylpiperazin-1-yl]-2-pyridyl]pyrazolo[1,5-a]pyridine ClC1=CC=2N(C=C1)N=CC2C2=NC(=CC=C2)N2C[C@H](N[C@H](C2)C)C